methyl (3R,4S)-4-allyl-1-(4-fluorobenzoyl)-3-[(trifluoroacetyl)amino]-pyrrolidine-3-carboxylate C(C=C)[C@@H]1[C@@](CN(C1)C(C1=CC=C(C=C1)F)=O)(C(=O)OC)NC(C(F)(F)F)=O